C=C(C(=O)O)CC(OC1CCCC2=CC(=CC=C12)C(F)(F)F)=O 2-methylene-4-oxo-4-((6-(trifluoromethyl)-1,2,3,4-tetrahydronaphthalen-1-yl)oxy)butanoic acid